BrC=1C=C(C=C2CNCC(C2=O)=CC2=CC(=CC(=C2)Br)Br)C=C(C1)Br 3,5-bis(3,5-dibromobenzylidene)-4-piperidone